C(C)OC(=O)C=1OC(=NN1)C.CC(C)CCCC 2-METHYL-HEXANE ethyl-5-methyl-1,3,4-oxadiazole-2-carboxylate